FC=1C=CC2=C(C(=C(O2)[C@H](C(C)C)NC(NC=2C=NC(=NC2)C(=O)N)=O)C)C1 (S)-5-(3-(1-(5-fluoro-3-methylbenzofuran-2-yl)-2-methylpropyl)ureido)pyrimidine-2-carboxamide